C(C=C)(=O)N[C@@H]1[C@@H](CCC1)NC(=O)C=1SC=2N=CC=C3N(C(NC1C23)=O)C2=CC=C(C=C2)OC2=CC=CC=C2 N-((1R,2S)-2-acrylamidocyclopentyl)-4-oxo-5-(4-phenoxyphenyl)-4,5-dihydro-3H-1-thia-3,5,8-triazaacenaphthylene-2-carboxamide